C1(CC1)C1=CN(C2=NC=C(C=C21)N2CNCC=C2)[C@H]2C(CNCC2)(C)C |r| rac-1-(3-Cyclopropyl-1-(3,3-dimethyl-piperidin-4-yl)-1H-pyrrolo[2,3-b]pyridin-5-yl)dihydropyrimidine